C1(=CC=CC=2C(=CC=CC12)S(=O)(=O)O)S(=O)(=O)O.ClC1=C(C=CC=C1OC)C=O (2-chloro-3-methoxy-phenyl)methanone Naphthalene-1,5-disulfonate